(diphenylmethylene)-3-fluoropyridin-2-amine C1(=CC=CC=C1)C(C1=CC=CC=C1)=NC1=NC=CC=C1F